O=C(C(=O)OCCOCCOC(C(C1=CC=CC=C1)=O)=O)C1=CC=CC=C1 oxo-phenyl-acetic acid-2-[2-oxo-2-phenyl-acetoxy-ethoxy]-ethyl ester